2-(6-(((1R,3S,5S)-1,5-dimethyl-8-azabicyclo[3.2.1]octan-3-yl)(methyl)amino)pyridazin-3-yl)-5-(6-methoxypyrimidin-4-yl)phenol C[C@]12CC(C[C@](CC1)(N2)C)N(C2=CC=C(N=N2)C2=C(C=C(C=C2)C2=NC=NC(=C2)OC)O)C